tert-butyl 2-{6-bromoimidazo[1,2-a]pyrazin-2-yl}-4-tert-butylpyrrolidine-1-carboxylate BrC=1N=CC=2N(C1)C=C(N2)C2N(CC(C2)C(C)(C)C)C(=O)OC(C)(C)C